3-[2-(methoxymethoxy)phenyl]cinnolin-6-amine COCOC1=C(C=CC=C1)C=1N=NC2=CC=C(C=C2C1)N